F[C@@H]1[C@@]2(C[C@@H]([C@H](C[C@H]1C(=C)C=1N=CC(=NC1)C1=C(C=C(C=C1)N1C=NC=C1)O)N2)F)C 2-(5-(1-((1s,2s,3s,5s,6s)-2,6-difluoro-1-methyl-8-azabicyclo[3.2.1]oct-3-yl)vinyl)pyrazin-2-yl)-5-(1H-imidazol-1-yl)phenol